4-(3-(3,3-Dimethyl-2-oxoindolin-1-yl)-4-fluorobenzyl)phthalazine-1(2H)-one CC1(C(N(C2=CC=CC=C12)C=1C=C(CC2=NNC(C3=CC=CC=C23)=O)C=CC1F)=O)C